OC1(COC1)C1=CC=C(C=C1)C[C@@H]1CC[C@H](CC1)C(=O)N1OCC[C@H]1C1=NC=CN=C1 trans-[4-[[4-(3-hydroxyoxetan-3-yl)phenyl]methyl]cyclohexyl]-[(3S)-3-pyrazin-2-yl-1,2-oxazolidin-2-yl]methanone